4-(4-((2,6-dioxa-8-azaspiro[3.5]non-7-en-7-yl)amino-2,6-difluorophenoxy)-1H-pyrrolo[2,3-b]pyridin-3-yl)-N-(2-hydroxyl-2-methylpropyl)-N-methylbenzamide C1OCC12COC(=NC2)NC=2C(=C(OC1=C3C(=NC=C1)NC=C3C3=CC=C(C(=O)N(C)CC(C)(C)O)C=C3)C(=CC2)F)F